FC=1C=C(CNC(=O)C2=CN=CS2)C=CC1F N-(3,4-difluorobenzyl)thiazole-5-carboxamide